methyl (S)-2-(2-chloro-4-(6-((4-chloro-2-fluorobenzyl)oxy)pyridin-2-yl)phenoxy)-1-(oxetan-2-ylmethyl)-1H-benzo[d]imidazole-6-carboxylate ClC1=C(OC2=NC3=C(N2C[C@H]2OCC2)C=C(C=C3)C(=O)OC)C=CC(=C1)C1=NC(=CC=C1)OCC1=C(C=C(C=C1)Cl)F